2-(2,6-dioxopiperidin-3-yl)-5-fluoro-6-(4-(hydroxymethyl)piperidin-1-yl)-dihydro-isoindole-1,3-dione O=C1NC(CCC1N1C(C2=CC(=C(CC2C1=O)F)N1CCC(CC1)CO)=O)=O